methyl 2-oxo-2-phenylacetate (benzoylformate) C(C1=CC=CC=C1)(=O)C(=O)O.O=C(C(=O)OC)C1=CC=CC=C1